(+)-N-(5-(1-amino-1-(4-carbamoylphenyl)-3-cyclopropylpropyl)-2-fluorophenyl)-1-(3-(aminomethyl)phenyl)-3-cyano-1H-pyrazole-5-carboxamide NC(CCC1CC1)(C1=CC=C(C=C1)C(N)=O)C=1C=CC(=C(C1)NC(=O)C1=CC(=NN1C1=CC(=CC=C1)CN)C#N)F